CC1CN(CCN1C)C1=C(C=C2C(C=CN3C2=C1OCC3C)=O)F 10-(3,4-dimethylpiperazin-1-yl)-9-fluoro-3-methyl-2H-[1,4]oxazino[2,3,4-ii]quinolin-7(3H)-one